(2R)-2-Amino-N-[4-[2-(difluoromethyl)-1H-pyrrolo[2,3-b]pyridin-4-yl]-3-methyl-phenyl]-3-hydroxy-3-methyl-butanamide N[C@@H](C(=O)NC1=CC(=C(C=C1)C1=C2C(=NC=C1)NC(=C2)C(F)F)C)C(C)(C)O